O1C(OCC1)C1CCN(CC1)C1=CC(=C(C=C1)C1CCNCC1)F 4-(1,3-dioxolan-2-yl)-1-[3-fluoro-4-(piperidin-4-yl)phenyl]piperidine